C1=CC=CC=2C3=CC=CC=C3C(C12)COC(=O)N[C@H](C(=O)O)CC1=CN=C(S1)NC(=O)OC(C)(C)C (S)-2-((((9H-fluoren-9-yl)methoxy)carbonyl)amino)-3-(2-((tert-butoxycarbonyl)amino)thiazol-5-yl)propanoic acid